BrC=1C=C(N2C1C(NC(C2)=O)C2=C(C=CC(=C2)F)Cl)C(=O)OC methyl 8-bromo-1-(2-chloro-5-fluorophenyl)-3-oxo-1,2,3,4-tetrahydropyrrolo[1,2-a]pyrazine-6-carboxylate